FC1=C(C=C(C(=C1)C)C=1C=NC2=CC(=NC=C2C1)NC)NC(C1=NC=CC(=C1)C(F)(F)F)=O N-(2-fluoro-4-methyl-5-(7-(methylamino)-1,6-naphthyridin-3-yl)phenyl)-4-(trifluoromethyl)picolinamide